ClC1=CC(=C(C=C1OC1CCCC1)N1C(OC(C1=O)=C(C)C)=O)F 3-(4-chloro-5-(cyclopentyloxy)-2-fluorophenyl)-5-(1-methylethylidene)-2,4-oxazolidinedione